OC1CCC(CC1)C1=NC(=NO1)[C@@H]1C([C@H]1C1=CC=C(C=C1)S(=O)(=O)N)(C)C 4-{(1S,3S)-3-[5-(4-hydroxycyclohexyl)-1,2,4-oxadiazol-3-yl]-2,2-dimethylcyclopropyl}benzenesulfonamide